(S)-N-((S)-1-amino-3-phenylpropan-2-yl)-3-(5-(3-chlorophenyl)-4-methylthiazol-2-yl)-2-propionamidopropionamide NC[C@H](CC1=CC=CC=C1)NC([C@H](CC=1SC(=C(N1)C)C1=CC(=CC=C1)Cl)NC(CC)=O)=O